Methyl 2-(4-chlorophenyl)-6-isopropyl-3-oxo-2,3-dihydropyridazine-4-carboxylate ClC1=CC=C(C=C1)N1N=C(C=C(C1=O)C(=O)OC)C(C)C